C(C1=CC=CC=C1)OC=1C=CC2=C(C(=C(O2)C)C(=O)NCCCOC)C1 5-(benzyloxy)-N-(3-methoxypropyl)-2-methylbenzofuran-3-carboxamide